(R)-N-(3-((4,4-difluorocyclohexyl)oxy)-5-methoxyphenyl)-1-methyl-5-oxopyrrolidine-2-carboxamide FC1(CCC(CC1)OC=1C=C(C=C(C1)OC)NC(=O)[C@@H]1N(C(CC1)=O)C)F